P(=O)(OC)([O-])[O-] methyl (phosphate)